butyl 2-(hydroxy(phenyl)methyl)-1H-indole-1-carboxylate OC(C=1N(C2=CC=CC=C2C1)C(=O)OCCCC)C1=CC=CC=C1